pyridinium (2S,5R)-N'-(1,3-oxazol-4-ylcarbonyl)-7-oxo-6-(sulfooxy)-1,6-diazabicyclo[3.2.1]octane-2-carbohydrazide O1C=NC(=C1)C(=O)NNC(=O)[C@H]1N2C(N([C@H](CC1)C2)OS(=O)(=O)O)=O.[NH+]2=CC=CC=C2